ClC=1C=CC2=C(N(C3=C(N(C2=O)C)C=CC=C3)CCCCN(C/C=C/C(=O)OC)C)C1 Methyl (E)-4-{[4-(3-chloro-10-methyl-11-oxo-10,11-dihydro-5H-dibenzo[b,e][1,4]diazepin-5-yl)butyl][methyl]amino}but-2-enoate